Tri-tert-butyl 2,2',2''-(1,4,7,10-tetraazacyclododecane-1,4,7-triyl)triacetate N1(CCN(CCN(CCNCC1)CC(=O)OC(C)(C)C)CC(=O)OC(C)(C)C)CC(=O)OC(C)(C)C